C(C)C=1N=C(N(C1C(=O)OCC)CC1=CC=C(C=C1)C1=CC(=CC=C1C(=O)OC)C1=CC=CC=C1)CCC Ethyl 4-ethyl-1-((6'-(methoxycarbonyl)-[1,1':3',1''-terphenyl]-4-yl)methyl)-2-propyl-1H-imidazole-5-carboxylate